5-chloro-4-(5-chloro-2-(1H-tetrazol-1-yl)phenyl)-pyridin ClC=1C(=CC=NC1)C1=C(C=CC(=C1)Cl)N1N=NN=C1